OCCCC1CC12CCN(CC2)C(=O)OC(C)(C)C tert-butyl 2-(3-hydroxypropyl)-6-azaspiro[2.5]octane-6-carboxylate